C(#N)C=1C=CC(=C(C(=O)NC(C)C2=CC=[N+](C3=CC=CC=C23)[O-])C1)C 4-(1-(5-cyano-2-methylbenzamido)ethyl)quinoline 1-oxide